1-tert-butyl ((1R,3R)-3-(18-phenyl-2,5,8,11,14,17-hexaoxaoctadecyl)cyclobutyl)carbamate C1(=CC=CC=C1)COCCOCCOCCOCCOCCOCC1CC(C1)NC(OC(C)(C)C)=O